C(C1=CC=CC=C1)O[C@](C(=O)NN)(CC=C)C(F)(F)F (2S)-2-benzyloxy-2-(trifluoromethyl)pent-4-enehydrazide